(E)-5-(2-Cyclopropylvinyl)picolinic acid tert-butyl ester C(C)(C)(C)OC(C1=NC=C(C=C1)\C=C\C1CC1)=O